C(C=C)(=O)N1[C@@H](C[C@H](CC1)N1N=NC=2C(=NC=3C(=C(C(=CC3C21)C)C2=C(C(=CC=C2)C)C)F)O[C@H](CN(C)C)C)CC#N ((2S,4S)-1-acryloyl-4-(4-(((S)-1-(dimethylamino)propan-2-yl)oxy)-7-(2,3-dimethylphenyl)-6-fluoro-8-methyl-1H-[1,2,3]triazolo[4,5-c]quinolin-1-yl)piperidin-2-yl)acetonitrile